ClC1=C(C=C(C=C1)S(=O)(=O)N)NC1=NC=CC(=N1)N(C1=CC=C2C(=NNC2=C1)C)C 4-chloro-3-({4-[methyl-(3-methyl-1H-indazol-6-yl)amino]-2-pyrimidinyl}amino)benzenesulfonamide